C(#N)C1=CC=C(C=C1)C(CCNC(C1=C(C=CC=C1C)F)=O)(C)O N-[3-(4-cyanophenyl)-3-hydroxybutyl]-2-fluoro-6-methylbenzamide